C[Si](C=1C2=CC=CC=C2C(=C2C=CC=C(C12)C#C)[Si](C)(C)C)(C)C 9,10-bis(trimethylsilyl)ethynyl-anthracene